C[Si](C1(C(=C(C(=C1)C)C)C)C)(C1(C(=C(C(=C1)C)C)C)C)C dimethylbis(tetramethylcyclopentadienyl)silane